OCC[C@H](CCC=C)S(=O)(=O)N(CC1=CC=C(C=C1)OC)CC1=CC=C(C=C1)OC (3S)-1-HYDROXY-N,N-BIS(4-METHOXYBENZYL)-6-HEPTENE-3-SULFONAMIDE